((4-(Chloromethyl)phenyl)iminomethyl)quinoline-2,4-diol ClCC1=CC=C(C=C1)N=CC=1C(=NC2=CC=CC=C2C1O)O